(4-methoxyphenyl)-1-(2-oxo-2-(1-oxo-2,8-diazaspiro[4.5]decan-8-yl)ethyl)piperidine-4-carboxamide COC1=CC=C(C=C1)C1N(CCC(C1)C(=O)N)CC(N1CCC2(CCNC2=O)CC1)=O